N-(3-[1-cyanoimidazo[1,5-a]pyridin-6-yl]-2,4-difluorophenyl)-5-fluoro-2-methoxypyridine-3-sulfonamide C(#N)C=1N=CN2C1C=CC(=C2)C=2C(=C(C=CC2F)NS(=O)(=O)C=2C(=NC=C(C2)F)OC)F